[6-[[4-methyl-6-(methylamino)pyrimidin-2-yl]amino]-1,3-benzodioxol-4-yl] trifluoromethanesulfonate ethyl-2-(trans-4-aminocyclohexyl)-acetate hydrochloride Cl.C(C)OC(C[C@@H]1CC[C@H](CC1)N)=O.FC(S(=O)(=O)OC1=CC(=CC=2OCOC21)NC2=NC(=CC(=N2)C)NC)(F)F